C1CCC2=C(C=3CCCC3C=C12)NC(=O)NS(=O)(=O)C1=CC=C(C=C1)[N+](=O)[O-] N-((1,2,3,5,6,7-hexahydro-s-indacen-4-yl)carbamoyl)-4-nitrobenzenesulfonamide